[B+](F)F.B([O-])([O-])OCC(COB([O-])[O-])(CO)CO.[B+](F)F.[B+](F)F.[B+](F)F pentaerythritol bisborate boron difluoride